[S+2].S(=O)(=O)(OCCCCCCCCCCCC)[O-].[Na+].C(CCCCCCCCCCC)OS(=O)(=O)[O-].C(CCCCCCCCCCC)OS(=O)(=O)[O-] sodium dodecyl sulfate sulfur